C(C1=CC=CC=C1)(=O)C1=CC=C(C(=O)NCC(=O)O)C=C1 (4-benzoylbenzoyl)glycine